C1(CC1)COC1=CC=C(N=N1)NC([C@H](C)N1CC(CCC1)C=1OC(=NN1)C)=O (2S)-N-(6-(cyclopropylmethoxy)pyridazin-3-yl)-2-(3-(5-methyl-1,3,4-oxadiazol-2-yl)piperidin-1-yl)propanamide